2-(4-(methoxycarbonyl)phenyl)-6-methylpyrimidine-5-carboxylic acid ethyl ester C(C)OC(=O)C=1C=NC(=NC1C)C1=CC=C(C=C1)C(=O)OC